ClC=1C=C(C=C(C1OC1=CN(C(C=C1)=O)C(C(F)(F)F)C)Cl)N1N=C(C(NC1=O)=O)NC(OC(C)(C)C)=O t-butyl (2-(3,5-dichloro-4-((6-oxo-1-(1,1,1-trifluoropropan-2-yl)-1,6-dihydropyridin-3-yl)oxy)phenyl)-3,5-dioxo-2,3,4,5-tetrahydro-1,2,4-triazin-6-yl)carbamate